ClC=1C(=C(C(=O)NC=2C=[N+](C=CC2)[O-])C(=CC1Cl)OC1=CC=C(C=2OC(OC21)(F)F)F)F 3-(3,4-Dichloro-2-fluoro-6-((2,2,7-trifluorobenzo[d][1,3]dioxol-4-yl)oxy)benzamido)pyridine 1-Oxide